C(C)(C)(C)OC(=O)N1CCC(CC1)C#C.C(C)OC(=C)C1=C(C(=NC=C1)N1N=NC=C1)F 4-(1-ethoxyvinyl)-3-fluoro-2-(1H-1,2,3-triazol-1-yl)pyridine Tert-butyl-4-ethynylpiperidine-1-carboxylate